2-chloroethyl diphenyl phosphate P(=O)(OCCCl)(OC1=CC=CC=C1)OC1=CC=CC=C1